N-(4-cyanomethylphenyl)-2-isopropyl-5-methylcyclohexanecarboxamide C(#N)CC1=CC=C(C=C1)NC(=O)C1C(CCC(C1)C)C(C)C